propane-1-thione C(CC)=S